4-(3-nitro-5-trifluoromethylphenyl)-morpholine [N+](=O)([O-])C=1C=C(C=C(C1)C(F)(F)F)N1CCOCC1